1,1-difluoro-5-azaspiro[2.4]heptane hydrochloride Cl.FC1(CC12CNCC2)F